methyl 1-[[1-[5-[(1S)-1-(2,2-difluoro-1,3-benzodioxol-5-yl)ethoxy]-3-pyridyl]-3-(trifluoromethyl)-4,5,6,7-tetrahydroindazol-7-yl]methyl]piperidine-4-carboxylate FC1(OC2=C(O1)C=CC(=C2)[C@H](C)OC=2C=C(C=NC2)N2N=C(C=1CCCC(C21)CN2CCC(CC2)C(=O)OC)C(F)(F)F)F